C(CCCCCCCCCCC)N1C(=O)C=2C(=C(C=3C=4C=CC=C5C=CC=C(C6=CC=C(C2C63)C1=O)C54)CCCC)CCCC N-dodecyl-dibutyl-perylene-3,4-dicarboximide